N,N-diethyl-3-oxo-7,9-diazabicyclo[3.3.1]Nonane-9-carboxamide C(C)N(C(=O)N1C2CC(CC1CNC2)=O)CC